C1(CC1)CN1C2=C(C=C1CO)C=C(S2)S(=O)(=O)C (6-(cyclopropylmethyl)-2-(methylsulfonyl)-6H-thieno[2,3-b]pyrrol-5-yl)methanol